FC(C=1OC(=NN1)C=1C=NC(=CC1)COC1=CC=CC2=CC=CC=C12)F 2-(Difluoromethyl)-5-(6-((naphthalen-1-yloxy)methyl)pyridin-3-yl)-1,3,4-oxadiazole